FC(C(=O)O)(F)F.FC1=C(CN2[C@H]3CC(C[C@@H]2CC3)N(C=3C(=CC(=NC3)S(=O)(=O)NC=3N=CSC3)C)C)C=C(C=C1)F 5-(((1R,3r,5S)-8-(2,5-difluorobenzyl)-8-azabicyclo[3.2.1]oct-3-yl)(methyl)amino)-4-methyl-N-(thiazol-4-yl)pyridine-2-sulfonamide trifluoroacetate salt